C1[C@@H]2[C@H]([C@H]([C@@H](O2)N3C=CC(=O)NC3=O)O)OP(=O)(OC[C@@H]4[C@H]([C@H]([C@@H](O4)N5C=CC(=NC5=O)N)O)OP(=O)(O1)[O-])[O-] The molecule is a cyclic pyrimidine dinucleotide that consists of CMP and UMP units cyclised via 3',5'-linkages, major species at pH 7.3.